FC1CCS(OC=C1)(=O)=O 5-fluoro-4,5-dihydro-3H-oxathiepine 2,2-dioxide